ClC=1C=CC(=C(C1)C=1N(C(C=C2C1C(N(N2)C2=C(C=CC=C2)OC)=O)=O)CC=2C=NC=CC2)F 4-(5-chloro-2-fluorophenyl)-2-(2-methoxyphenyl)-5-(pyridin-3-ylmethyl)-1H-pyrazolo[4,3-c]pyridine-3,6(2h,5h)-dione